C(C)N1[C@H]2CCC3=C([C@@H]2C=2C=C(C=C(C2C1)C)OC)C=C(C(=C3)F)O (6aS,12bR)-(-)-N-ethyl-2-methoxy-4-methyl-10-fluoro-11-hydroxy-5,6,6a,7,8,12b-hexahydrobenzo[a]phenanthridine